perfluoropentene oxide FC1(C(C(C(C(F)(F)F)(F)F)(F)F)(F)O1)F